CC(C1=CC(=CC=C1)C(=C)C)(C)N=C=O (α,α-dimethyl-m-isopropenylbenzyl) isocyanate